(10-ethyl-11-oxo-10,11-dihydro-dibenzo[b,f][1,4]oxazepin-2-yl)-carbamic acid ethyl ester C(C)OC(NC=1C=CC2=C(C(N(C3=C(O2)C=CC=C3)CC)=O)C1)=O